N-((3-(7-(((3S,4R)-3-fluoro-1-methylpiperidin-4-yl)amino)-3-((S)-oxiran-2-yl)pyrazolo[1,5-a]pyridin-2-yl)-1,2,4-oxadiazol-5-yl)methyl)cyclopropanecarboxamide F[C@H]1CN(CC[C@H]1NC1=CC=CC=2N1N=C(C2[C@@H]2OC2)C2=NOC(=N2)CNC(=O)C2CC2)C